[Pd].C(C)(C)(C)P(C1=CC=CC=C1)C(C)(C)C.C(C)(C)(C)P(C1=CC=CC=C1)C(C)(C)C bis(di-tert-butylphenylphosphine) palladium